(4aR,8aS)-6-[3-[[2-fluoro-4-(trifluoromethyl)phenoxy]methyl]azetidine-1-carbonyl]-4,4a,5,7,8,8a-hexahydropyrido[4,3-b][1,4]oxazin-3-one FC1=C(OCC2CN(C2)C(=O)N2C[C@@H]3[C@@H](OCC(N3)=O)CC2)C=CC(=C1)C(F)(F)F